tert-butyl (R)-4-(5-(4-cyanopyridin-3-yl)-2-(2-(2-fluoro-6-methoxyphenyl)pyrimidine-4-carboxamido)phenyl)-2-(hydroxymethyl)piperazine-1-carboxylate C(#N)C1=C(C=NC=C1)C=1C=CC(=C(C1)N1C[C@@H](N(CC1)C(=O)OC(C)(C)C)CO)NC(=O)C1=NC(=NC=C1)C1=C(C=CC=C1OC)F